CN(CCO[C@H]1[C@H](CN(CC1)C1=NC=CC(=N1)NC=1N=CC2=C(C=CC(=C2C1)C(C)C)N1[C@@H]([C@H](C1)CS(=O)(=O)C)C)F)C N-{2-[(3S,4R)-4-[2-(dimethyl-amino)ethoxy]-3-fluoro-piperidin-1-yl]pyrimidin-4-yl}-8-[(2R,3S)-3-(methanesulfonyl-methyl)-2-methylazetidin-1-yl]-5-(propan-2-yl)isoquinolin-3-amine